C(C)OC=C1OC(C(C(O1)=O)(C)C)=O 2-(ethoxymethylene)-5,5-dimethyl-1,3-dioxane-4,6-dione